C(C)OCC=1N(C2=C(C=NC=3C=CC=C(C23)OCCC(C)(O)C)N1)C 4-[2-(ethoxymethyl)-1-methyl-imidazo[4,5-c]quinolin-9-yl]-oxy-2-methyl-butan-2-ol